C(#N)C1=CC=2N(N=C1)C(=CC2)C2=CC(=C(C=N2)C2=NN=C(S2)N2C[C@H]1CC[C@@H](C2)C1NC([C@@H](C)O)=O)NC(C)C (R)-N-((1R,5S,8s)-3-(5-(6-(3-cyanopyrrolo[1,2-b]pyridazin-7-yl)-4-(isopropylamino)pyridin-3-yl)-1,3,4-thiadiazol-2-yl)-3-azabicyclo[3.2.1]oct-8-yl)-2-hydroxypropionamide